CC1=NC(=C2SC=CN21)N 5-methylimidazo[5,1-b]thiazol-7-amine